FC=1C=C(C=CC1)C#CC=1C=C2CCC(C2=C(C1)C)=O 5-[2-(3-fluorophenyl)ethynyl]-7-methyl-indan-1-one